C1(CC1)C1=C(C=NC(=C1)C(NC=1C(=C(C=CC1)C1=C(C(=CC=C1)NC(C1=NC=C(C(=C1)C1CC1)CN1[C@@H](CCC1)CO)=O)C)C)=O)CN[C@H](CO)C(=O)O ((4-cyclopropyl-6-((3'-(4-cyclopropyl-5-(((S)-2-(hydroxymethyl)pyrrolidin-1-yl)methyl)picolinamido)-2,2'-dimethyl-[1,1'-biphenyl]-3-yl)carbamoyl)pyridin-3-yl)methyl)-D-serine